BrC=1C=C2C(=CC1)C(N(CC21CC1)CC(=O)NC1=NC=C(C=N1)C1=NC=CC=C1)=O 2-(6-bromo-1-oxospiro[3H-isoquinoline-4,1'-cyclopropane]-2-yl)-N-(5-pyridin-2-ylpyrimidin-2-yl)acetamide